C(C)(C)(C)OC(=O)N1[C@@H](CN(C[C@@H]1C)C1=CC(=C2C(=NN(C2=C1)C(=O)OC(C)(C)C)OC1=CC2=CN(N=C2C(=C1)F)C)Cl)C tert-butyl 6-[(3R,5S)-4-(tert-butoxycarbonyl)-3,5-dimethylpiperazin-1-yl]-4-chloro-3-[(7-fluoro-2-methylindazol-5-yl)oxy]indazole-1-carboxylate